Benzo[lmn][3,8]phenanthroline-2,7-dipropanaminium C=1N(C=C2C=CC3=CN(C=C4C3=C2C1C=C4)CCC[NH3+])CCC[NH3+]